N-(5-(5-acetamido-1H-pyrazol-1-yl)-1,3,4-thiadiazol-2-yl)-4-(2,6-dimethoxyphenyl)-3-(2-methoxyethoxy)-2-oxo-2H-pyran-6-carboxamide C(C)(=O)NC1=CC=NN1C1=NN=C(S1)NC(=O)C1=CC(=C(C(O1)=O)OCCOC)C1=C(C=CC=C1OC)OC